cyclobutyl ((((2R,3S,4R,5R)-5-(4-aminopyrrolo[2,1-f][1,2,4]triazin-7-yl)-5-cyano-3,4-dihydroxytetrahydrofuran-2-yl)methoxy)(naphthalen-1-yloxy)phosphoryl)-L-alaninate NC1=NC=NN2C1=CC=C2[C@]2([C@@H]([C@@H]([C@H](O2)COP(=O)(OC2=CC=CC1=CC=CC=C21)N[C@@H](C)C(=O)OC2CCC2)O)O)C#N